ClC=1C=C(C=CC1)SC1=CC(=CC=C1)Cl bis(3-chlorophenyl)sulfane